C1(C=CCC(CCCCCCCCCCCCCCC)O1)=O 2-eicosene-5-olide